4-(5-(4-fluoro-2,6-bis(trifluoromethyl)phenoxy)-1-methyl-2-oxo-1,2-dihydropyridin-4-yl)-6-methyl-1,6-dihydro-7H-pyrrolo[2,3-c]pyridin-7-one FC1=CC(=C(OC=2C(=CC(N(C2)C)=O)C=2C3=C(C(N(C2)C)=O)NC=C3)C(=C1)C(F)(F)F)C(F)(F)F